FC(C(=O)O)(F)F.NC1=CC=C(C(=N1)C)CNC([C@H](C)NC(=O)[C@@H]1N(CC[C@@H](C1)C1=CC=CC=C1)CCC(=O)O)=O 3-((2r,4S)-2-(((S)-1-(((6-amino-2-methylpyridin-3-yl)methyl)amino)-1-oxopropan-2-yl)carbamoyl)-4-phenylpiperidin-1-yl)propionic acid trifluoroacetate